S(N)(OCC[C@H]1OC(O[C@@H]1C1=CC=CC=C1)(C)C)(=O)=O 2-((4R,5R)-5-phenyl-2,2-dimethyl-1,3-dioxolan-4-yl)ethyl sulfamate